N6-Cyclohexyl-N2-(2-methyl-4-morpholinophenyl)-9H-purine-2,6-diamine C1(CCCCC1)NC1=C2N=CNC2=NC(=N1)NC1=C(C=C(C=C1)N1CCOCC1)C